C(C)N(C1=CC(=CC(=N1)C(=O)NC1=CC=C(C(=O)O)C=C1)C(C)C)C(C)C 4-(6-(Ethyl-(isopropyl)amino)-4-isopropyl-picolinamido)benzoic acid